C(C)(C)OC(=O)N1CCN(CC1)C1=CC=NC2=C(C(=CC(=C12)Cl)[N+](=O)[O-])O 4-(5-chloro-8-hydroxy-7-nitroquinolin-4-yl)piperazine-1-carboxylic acid isoPropyl ester